OP(O)OP(O)O.C(C)(C)(CC(C)(C)C)C1=C(C=CC(=C1)C(C)(C)CC(C)(C)C)C(O)C(CO)(CO)CO 2,4-di-tert-octylphenyl-pentaerythritol diphosphite